C(C)OC(CCCCCOC1=C(C=CC=C1)CCCN1C(=NC2=C1C=CC=C2)C2=CC=C(C=C2)OC(F)(F)F)=O.N2(NC=CC=C2)C2=C(C(N(N=C2)C2OCCCC2)=O)C 5-(pyridazin-1-yl)-4-methyl-2-(tetrahydropyran-2-yl)pyridazin-3-one Ethyl-6-(2-(3-(2-(4-(trifluoromethoxy)phenyl)-1H-benzo[d]imidazol-1-yl)propyl)phenoxy)hexanoate